FC(C(=O)O)(F)F.N[C@H]1[C@H](CCNCC1)C1=C(C2=NC(=CC(=C2S1)NCC=1SC=CC1)Cl)Br 2-((4S,5R)-5-Aminoazepan-4-yl)-3-bromo-5-chloro-N-(thiophen-2-ylmethyl)thieno[3,2-b]pyridin-7-amine trifluoroacetate salt